N[C@H]1CN(CCC1)C1=C2C(=NC=C1)N(C(=N2)C2=CC(=C(C#N)C=C2)F)C2=CC=C(C=C2)O (R)-4-(7-(3-aminopiperidin-1-yl)-3-(4-hydroxyphenyl)-3H-imidazo[4,5-b]pyridin-2-yl)-2-fluorobenzonitrile